N,N-dimethyl-1-(5-(2-((4-(trifluoromethyl)phenyl)amino)phenyl)-1,3,4-oxadiazol-2-yl)cyclopropane-1-carboxamide CN(C(=O)C1(CC1)C=1OC(=NN1)C1=C(C=CC=C1)NC1=CC=C(C=C1)C(F)(F)F)C